D-(-)-3-PHOSPHOGLYCERIC ACID C(C(C(=O)O)O)OP(=O)(O)O